2-chloro-5-hydroxymethylpyrazine ClC1=NC=C(N=C1)CO